C(#N)[C@H]1N(CSC1)C(CNC(=O)C1=CC=NC2=CC=C(C=C12)C=1C=NC(=CC1)OC)=O (R)-N-(2-(4-cyanothiazolidin-3-yl)-2-oxoethyl)-6-(6-methoxypyridin-3-yl)quinoline-4-carboxamide